2-[3-(4-bromophenyl)-4-oxo-quinazolin-6-yl]oxy-3,6-difluoro-benzonitrile BrC1=CC=C(C=C1)N1C=NC2=CC=C(C=C2C1=O)OC1=C(C#N)C(=CC=C1F)F